6-chloro-4-((methylamino)methyl)pyridazin ClC1=CC(=CN=N1)CNC